C(N)(=O)C(C=1C(NC(NC1)=O)=O)O 5-(carbamoyl-hydroxymethyl)-uracil